ClC=1N=C(N2C1C(=CC(=C2)S(=O)(=O)NC2(CC2)CF)N2CCN(CC2)C(C(C)C)=O)C=2SC(=NN2)C(F)F 1-chloro-3-(5-(difluoromethyl)-1,3,4-thiadiazol-2-yl)-N-(1-(fluoromethyl)cyclopropyl)-8-(4-isobutyrylpiperazin-1-yl)imidazo[1,5-a]pyridine-6-sulfonamide